7-(1-ethoxyvinyl)-5-(1H-imidazol-1-yl)thiazolo[4,5-d]Pyrimidine C(C)OC(=C)C=1C2=C(N=C(N1)N1C=NC=C1)N=CS2